SCC1SC(C(S1)CS)CS 2,4,5-tris(mercaptomethyl)-1,3-dithiolane